6-(3-methoxyphenyl)pyrimidine-4-carboxylic acid COC=1C=C(C=CC1)C1=CC(=NC=N1)C(=O)O